(1R,3r,5S)-3-(benzyloxy)-6-oxabicyclo[3.1.0]hexaneAt C(C1=CC=CC=C1)O[C@H]1C[C@]2(O[C@H]2C1)C(=O)[O-]